FC=1C=CC(=C(CNC2=NC=3N(C=C2)N=CC3C(=O)OCC)C1)O ethyl 5-((5-fluoro-2-hydroxybenzyl) amino)pyrazolo[1,5-a]pyrimidine-3-carboxylate